FC=1C=C2C(C(NC2=CC1)=O)=CC1=C(C(=CN1)C(=O)NCCNC([C@H](C)NC)=O)C 5-[(5-fluoro-2-oxo-indolin-3-ylidene)methyl]-4-methyl-N-[2-[[(2S)-2-(methylamino)propanoyl]amino]ethyl]-1H-pyrrole-3-carboxamide